FC1(CC(C1)C=1N(C2=C(C=NC=3C=CC(=CC23)C#N)N1)[C@H]1C[C@H](OCC1)C)C 2-(cis-3-fluoro-3-methylcyclobutyl)-1-[(2R,4R)-2-methyltetrahydro-2H-pyran-4-yl]-1H-imidazo[4,5-c]quinoline-8-carbonitrile